FC=1C(=NC=CC1)SC=1C=2N(C=C(C1)C=1C=NN(C1C)C1CC(NCC1)C)N=CC2C#N 4-((3-fluoropyridin-2-yl)thio)-6-(5-methyl-1-(2-methylpiperidin-4-yl)-1H-pyrazol-4-yl)pyrazolo[1,5-a]pyridine-3-carbonitrile